C(C)OC(=O)C1(CC(=CCC1)Cl)C(=O)O 3-chloro-3-cyclohexene-1,1-dicarboxylic acid ethyl ester